C12CNCC(CC1)N2C=2N(C(C1=C(N2)NC=C1C1=C(C2=C(N=C(S2)C)C=C1)Cl)=O)C 2-(3,8-diaza-bicyclo[3.2.1]octan-8-yl)-5-(7-chloro-2-methyl-benzo[d]thiazol-6-yl)-3-methyl-3,7-dihydro-4H-pyrrolo[2,3-d]pyrimidin-4-one